C(C)N1C[C@H]([C@@H](CC1)C1=CC=C(C=C1)B(O)O)F [4-[(3S,4S)-1-ethyl-3-fluoro-4-piperidyl]phenyl]boronic acid